1-(4-biphenyl)ethanol CC(C1=CC=C(C=C1)C2=CC=CC=C2)O